C(#N)/C(/C(=O)OCC)=N/OC(N1CCOCC1)=[N+](C)C [[(Z)-(1-cyano-2-ethoxy-2-oxo-ethylidene)amino]oxy-morpholino-methylene]-dimethyl-ammonium